CC1(OC(C2=C1C=C(C=C2)NC2=NC=C(C(=N2)N[C@H](CO)C2=CC=CC=C2)C(=O)NNC(=O)C=2C=NC=CC2)=O)C N'-{2-[(3,3-dimethyl-1-oxo-1,3-dihydro-2-benzofuran-5-yl)amino]-4-{[(1S)-2-hydroxy-1-phenylethyl]amino}pyrimidine-5-carbonyl}pyridine-3-carbohydrazide